1-(3-isopropyl-2-(8-methoxy-[1,2,4]triazolo[1,5-a]pyridin-6-yl)-1H-pyrrolo[2,3-c]pyridin-5-yl)-N-methyl-N-(oxetan-3-yl)piperidin-4-amine C(C)(C)C1=C(NC2=CN=C(C=C21)N2CCC(CC2)N(C2COC2)C)C=2C=C(C=1N(C2)N=CN1)OC